3-(cyanomethyl)-5-(trifluoromethoxy)benzoic acid C(#N)CC=1C=C(C(=O)O)C=C(C1)OC(F)(F)F